(2R,4'R,4a'S,7a'R,12b'S)-3'-(cyclopropylmethyl)-1',2',3',4',5',6'-hexahydro-4a'H,7a'H-spiro[pyrrolidine-2,7'-[4,12]methanobenzofuro[3,2-e]isoquinoline]-4a',9'-diol C1(CC1)CN1[C@H]2[C@@]3(CC[C@]4([C@H]5[C@]3(CC1)C1=C(O5)C(=CC=C1C2)O)NCCC4)O